C(CCCCCCCCCCC)C1=C(C=C(C=C1)CCCCCCCCCCCC)O 2,5-didodecyl-phenol